CC1=C(C(=C(C=C1O)O)C=O)C The molecule is a dihydroxybenzaldehyde that is 2,4-dihydroxybenzaldehyde in which the hydrogens at positions 5 and 6 have been replaced by methyl groups. It has a role as a Penicillium metabolite.